3-((p-Tolylamino)methyl)-4H-chromen-4-one C1(=CC=C(C=C1)NCC1=COC2=CC=CC=C2C1=O)C